p-toluene-sulfonylaniline C(C1=CC=CC=C1)S(=O)(=O)C1=CC=C(N)C=C1